3-methyl-1-trifluoromethyl-2,4-pentanediol benzoate benzenesulfonate C1(=CC=CC=C1)S(=O)(=O)OC(C(C(CC(F)(F)F)OC(C1=CC=CC=C1)=O)C)C